1-(4-chloro-3-fluorophenyl)-9-(4-(2,2,2-trifluoroethoxy)pyridin-2-yl)-1,9-diazaspiro[5.5]undecan-2-one ClC1=C(C=C(C=C1)N1C(CCCC12CCN(CC2)C2=NC=CC(=C2)OCC(F)(F)F)=O)F